1-cyclopropylethyl 6-((2'-ethoxy-6-(((R)-1-methylpyrrolidin-3-yl)carbamoyl)-[2,3'-bipyridin]-5-yl)oxy)-2-azaspiro[3.3]heptane-2-carboxylate C(C)OC1=NC=CC=C1C1=NC(=C(C=C1)OC1CC2(CN(C2)C(=O)OC(C)C2CC2)C1)C(N[C@H]1CN(CC1)C)=O